O.O.C1(=CC=CC=C1)S(=O)[O-].[Na+].BrC=1C=NC=C(C1)OCCO[Si](C)(C)C(C)(C)C 3-Bromo-5-(2-((tert-butyldimethylsilyl)oxy)ethoxy)pyridine sodium benzenesulfinate dihydrate